2-cyclopropoxyethan-1-amine C1(CC1)OCCN